4-(2-(1,3-dioxolan-2-yl)ethylidene)tetrahydro-2H-pyran O1C(OCC1)CC=C1CCOCC1